ClC1=C(C(=O)NC2=C(C=C(C=C2)NC(OC(C)(C)C)=O)C)C=C(C=C1)NC(=O)[C@@H]1C([C@H]1C1=CC(=C(C=C1)F)Cl)(Cl)Cl tert-Butyl (4-(2-chloro-5-((1R,3R)-2,2-dichloro-3-(3-chloro-4-fluorophenyl)cyclopropane-1-carboxamido)benzamido)-3-methylphenyl)carbamate